FC(C(=O)[O-])(F)F.FC(C(=O)[O-])(F)F.C(C1=CC=CC=C1)N1C=[N+](C=C1C(=O)N[NH3+])C [(3-benzyl-1-methylimidazol-1-ium-4-carbonyl)amino]ammonium bistrifluoroacetate